dimethyl({2-[3-(2-methylpropyl)-5-(pyridin-4-yl)-1H-pyrrolo[2,3-b]pyridin-1-yl]ethyl}sulfamoyl)amine CN(S(NCCN1C=C(C=2C1=NC=C(C2)C2=CC=NC=C2)CC(C)C)(=O)=O)C